(1R,2S,5S)-N-[cyano(phthalazin-1-yl)methyl]-3-[(2S)-3,3-dimethyl-2-[(2-oxo-1H-pyridin-3-yl)amino]butanoyl]-6,6-dimethyl-3-azabicyclo[3.1.0]hexane-2-carboxamide C(#N)C(NC(=O)[C@@H]1[C@H]2C([C@H]2CN1C([C@H](C(C)(C)C)NC=1C(NC=CC1)=O)=O)(C)C)C1=NN=CC2=CC=CC=C12